Diaminopropionic Acid C(C(C(=O)O)N)N